Cl.C(CC)C1(CC(N)=CC=C1)NC(C)=O N-(3-propylaniline-3-yl)acetamide hydrochloride